2-(4-cyclopropyl-6-methoxypyrimidin-5-yl)-6-(trimethylstannyl)pyrido[2,3-d]pyrimidin-7-one C1(CC1)C1=NC=NC(=C1C=1N=CC=2C(N1)=NC(C(C2)[Sn](C)(C)C)=O)OC